OC1C[C@H](N(C1)CCCCCC(OCCCCCCCCCCC)=O)C(=O)OCCCCCCCCC(=O)OC(CCCCCCCC)CCCCCCCC [9-(1-octylnonoxy)-9-oxo-nonyl] (2S)-4-hydroxy-1-(6-oxo-6-undecoxy-hexyl)pyrrolidine-2-carboxylate